O[C@@H]1[C@@H](O)[C@H](O)[C@@H](O)[C@@H](O1)CO β-L-Glucopyranose